heptacyclo[8.7.0.12,9.03,8.14,7.012,17.113,16]-14-eicosene C12C3C4C5CCC(C4C(C2CC2C4C=CC(C21)C4)C3)C5